[N-](S(=O)(=O)C(F)(F)C(F)(F)F)S(=O)(=O)C(F)(F)C(F)(F)F.C(C)[N+](CCOC)(C)CC N,N-Diethyl-N-methyl-N-(2-methoxyethyl)ammonium bis(pentafluoroethanesulfonyl)imide